Cl.N1=CC=C(C=C1)CC(=O)Cl 2-(pyridin-4-yl)acetyl chloride hydrochloride